(Z)-1-(2-bromoethyl)-2-oxoindoline BrCCN1C(CC2=CC=CC=C12)=O